COC1=C(C(=O)NC=2OC(=NN2)C2=CSC=C2)C=CC(=C1)OC 2,4-dimethoxy-N-(5-(thiophen-3-yl)-1,3,4-oxadiazol-2-yl)benzamide